4-{7-[(R)-4-aza-1-indanylamino]-1-thia-6-aza-2-indenyl}-2-isobutyl-5-(5-methyl-1,3-oxazol-2-yl)-6-[2-(tetrahydro-2H-pyran-4-yl)ethyl]nicotinamide [C@H]1(CCC2=NC=CC=C12)NC=1N=CC=C2C=C(SC12)C1=C(C(=NC(=C1C(=O)N)CC(C)C)CCC1CCOCC1)C=1OC(=CN1)C